Methyl 4-((2,4-dimethyl-5-oxo-4H-thiazolo[5',4':4,5]pyrrolo[2,3-d]pyridazin-6(5H)-yl)methyl)benzoate CC=1SC2=C(N(C=3C(N(N=CC32)CC3=CC=C(C(=O)OC)C=C3)=O)C)N1